(s)-3-amino-N-(4-cyanobicyclo[2.1.1]hexan-1-yl)-6-(5-(1,1-difluoro-2,3-dihydroxypropan-2-yl)-2-(methyl-d3)phenyl)pyrazine-2-carboxamide NC=1C(=NC(=CN1)C1=C(C=CC(=C1)[C@@](C(F)F)(CO)O)C([2H])([2H])[2H])C(=O)NC12CCC(C1)(C2)C#N